(1s,4s)-4-(3-Chloroanilino)-2'-[3-(cyclopropylmethoxy)phenyl]spiro[cyclohexane-1,1'-indene]-4-carboxylic acid ClC=1C=C(NC2(CCC3(C(=CC4=CC=CC=C34)C3=CC(=CC=C3)OCC3CC3)CC2)C(=O)O)C=CC1